2-(5-iodo-3-phenyl-4-(4-sulfamoylbenzyl)-1H-pyrazol-1-yl)thiazole-4-carboxylic acid IC1=C(C(=NN1C=1SC=C(N1)C(=O)O)C1=CC=CC=C1)CC1=CC=C(C=C1)S(N)(=O)=O